C(C)(C)(C)OC(=O)N1CCN(C2=CC=C(C=C12)OC)C(C=CC1=CC=C(C=C1)OC)=O 7-methoxy-4-[3-(4-methoxyphenyl)-1-oxoprop-2-enyl]-1,2,3,4-tetrahydroquinoxaline-1-carboxylic acid tert-butyl ester